C(C)N1CC(CCC1)C1=CC=C(C(=O)NC2=CC(=C(C=C2)C)NC2=NC=CC(=N2)C=2C=NC=C(C2)C2=C(C=NO2)C)C=C1 4-(1-Ethyl-piperidin-3-yl)-N-(4-methyl-3-{4-[5-(4-methyl-isoxazol-5-yl)-pyridin-3-yl]-pyrimidin-2-ylamino}-phenyl)-benzamide